5-(4-benzyl-7-hydroxy-4-azaspiro[2.5]octan-7-yl)-2-(2,6-dioxopiperidin-3-yl)isoindoline-1,3-dione C(C1=CC=CC=C1)N1C2(CC2)CC(CC1)(O)C=1C=C2C(N(C(C2=CC1)=O)C1C(NC(CC1)=O)=O)=O